C(C1=CC=CC=C1)(=O)NCC1(COC1)N[C@H](C(=O)N[C@H](C(N[C@@H]1CCCC2=CC=CC=C12)=O)CCC1=CC=CC=C1)CC(=O)NCC(C)(C)C (S)-2-((3-(benzoylaminomethyl)oxetan-3-yl)amino)-N4-neopentyl-N1-((S)-1-oxo-4-phenyl-1-(((R)-1,2,3,4-tetrahydronaphthalen-1-yl)amino)butan-2-yl)succinamide